C(C)(C)(C)[Si](OCC(C)(C)C1=NOC(=C1)NC(OC1=CC=CC=C1)=O)(C)C phenyl (3-(1-((tertbutyldimethylsilyl)oxy)-2-methylpropan-2-yl)isoxazol-5-yl)carbamate